ClC1=CC(=CC=C1)OCCCC=C 1-chloro-3-(pent-4-en-1-yloxy)benzene